3-Chloro-5-(2-(4-((2-(4-((1'-(2-(2,6-dioxopiperidin-3-yl)-1,3-Dioxoisoindolin-5-yl)-[1,4'-bipiperidin]-4-yl)methyl)piperazin-1-yl)pyrimidin-4-yl)methoxy)phenyl)Propan-2-yl)benzonitrile ClC=1C=C(C#N)C=C(C1)C(C)(C)C1=CC=C(C=C1)OCC1=NC(=NC=C1)N1CCN(CC1)CC1CCN(CC1)C1CCN(CC1)C=1C=C2C(N(C(C2=CC1)=O)C1C(NC(CC1)=O)=O)=O